3-{3-ethyl-4-[(7-methoxy-4-quinazolinyl)oxy]-2-methylphenyl}-4-hydroxy-1-[5-(trifluoromethyl)-3-pyridinyl]-2-imidazolidinone C(C)C=1C(=C(C=CC1OC1=NC=NC2=CC(=CC=C12)OC)N1C(N(CC1O)C=1C=NC=C(C1)C(F)(F)F)=O)C